Cl.C1(=C2N(C=N1)CCC2)C(C(=O)NC=2SC=CN2)N2C(C1=CC(=CC(=C1C2)F)C2=CC=C(C=C2)OC2CCNCC2)=O 2-(6,7-Dihydro-5H-pyrrolo[1,2-c]imidazol-1-yl)-2-[4-fluoro-1-oxo-6-[4-(4-piperidyloxy)phenyl]isoindolin-2-yl]-N-thiazol-2-yl-acetamide hydrochloride